2-methyl-5-oxomorpholine CC1CNC(CO1)=O